O=C1N[C@H]2[C@@H](OC1)CCN(C2)C(=O)N2CCC(CC2)[C@@H](C=2C=C(OCCNC(OC(C)(C)C)=O)C=CC2)C2=CC=CC=C2 |o1:19| tert-butyl N-[2-[3-[(R or S)-[1-[(4aR,8aS)-3-oxo-4,4a,5,7,8,8a-hexahydropyrido[4,3-b][1,4]oxazine-6-carbonyl]-4-piperidyl]-phenyl-methyl]phenoxy]ethyl]carbamate